2-amino-7-((2',3',4'-trifluoro-[1,1'-biphenyl]-2-yl)oxy)-1,2,3,4-tetrahydronaphthalene-2-carboxylic acid NC1(CC2=CC(=CC=C2CC1)OC1=C(C=CC=C1)C1=C(C(=C(C=C1)F)F)F)C(=O)O